1-mercapto-propane sodium [Na].SCCC